C(#N)C1=C(C=CC=C1)C1=CC(=CN(C1=O)C1=CC=CC=C1)C1=[N+](C=CC=C1)[O-] 2-[5-(2-cyanophenyl)-6-oxo-1-phenylpyridine-3-yl]pyridine-1-oxide